5-(1'-(4-(4-amino-3-(4-phenoxyphenyl)-1H-pyrazolo[3,4-d]pyrimidin-1-yl)-[1,4'-bipiperidine]-1'-carbonyl)-[1,4'-bipiperidin]-4-yl)-2-(2,6-dioxopiperidin-3-yl)isoindoline-1,3-dione NC1=C2C(=NC=N1)N(N=C2C2=CC=C(C=C2)OC2=CC=CC=C2)C2CCN(CC2)C2CCN(CC2)C(=O)N2CCC(CC2)N2CCC(CC2)C=2C=C1C(N(C(C1=CC2)=O)C2C(NC(CC2)=O)=O)=O